NC(CCN(C(CCl)=O)NC(=O)C(CC(C)C)N(C(=O)C=1NC2=CC=CC=C2C1)C)=O N-[1-[[(3-Amino-3-oxo-propyl)-(2-chloroacetyl)amino]carbamoyl]-3-methyl-butyl]-N-methyl-1H-indole-2-carboxamide